(ethoxycarbonylmethylene)triphenyl-phosphorane C(C)OC(=O)C=P(C1=CC=CC=C1)(C1=CC=CC=C1)C1=CC=CC=C1